BrC=1N=C(C=2N(C1)C=C(N2)C2CCOCC2)OC 6-bromo-8-methoxy-2-(tetrahydro-2H-pyran-4-yl)imidazo[1,2-a]Pyrazine